Cl.C(C)N1N=CC=C1C1=CC(=CC=2N(N=NC21)C/C(=C/CN)/F)C(F)(F)F (Z)-4-(4-(1-ethyl-1H-pyrazol-5-yl)-6-(trifluoromethyl)-1H-benzo[d][1,2,3]triazol-1-yl)-3-fluorobut-2-en-1-amine Hydrochloride